3-oxo-9-(ortho-hydroxyphenyl-phenylpropylene) hydrazone N(N)=CC=C(C1=C(C=CC=C1)O)C1=CC=CC=C1